CC(CCOC(OCN1C(C=CC2=CC=C(C=C12)OCCCCN1CCN(CC1)C1=CC=CC=2SC=CC21)=O)=O)C Carbonic acid 7-[4-(4-benzo[b]thiophen-4-ylpiperazin-1-yl)butoxy]-2-oxo-2H-quinolin-1-ylmethyl ester 3-methylbutyl ester